tert-butyl 5-[(5-{[4-cyano-3-(4-ethanesulfonamidophenyl)-1-{[2-(trimethylsilyl)ethoxy]methyl}-1H-pyrazol-5-yl]amino}pyrazin-2-yl)oxy]pentanoate C(#N)C=1C(=NN(C1NC=1N=CC(=NC1)OCCCCC(=O)OC(C)(C)C)COCC[Si](C)(C)C)C1=CC=C(C=C1)NS(=O)(=O)CC